COC1=C(C=CC(=C1)/C=C/COC(=O)/C=C/C2=CC=C(C=C2)O)O The molecule is a cinnamate ester obtained by the formal condensation of the hydroxy of coniferol with the carboxy group of trans-4-coumaric acid. It is a cinnamate ester and a member of guaiacols. It derives from a trans-4-coumaric acid and a coniferol.